The molecule is a short-chain fatty acid anion that is the conjugate base of valeric acid; present in ester form as component of many steroid-based pharmaceuticals. It has a role as a plant metabolite. It is a short-chain fatty acid anion and a straight-chain saturated fatty acid anion. It is a conjugate base of a valeric acid. CCCCC(=O)[O-]